3-(5-((1-(6-(6-((R)-2-(3-fluorophenyl)pyrrolidin-1-yl)imidazo[1,2-b]pyridazin-3-yl)pyridin-2-yl)azetidin-3-yl)ethynyl)-1-oxoisoindolin-2-yl)piperidine-2,6-dione FC=1C=C(C=CC1)[C@@H]1N(CCC1)C=1C=CC=2N(N1)C(=CN2)C2=CC=CC(=N2)N2CC(C2)C#CC=2C=C1CN(C(C1=CC2)=O)C2C(NC(CC2)=O)=O